CC1(CN=C2N(C(N(C3=C2N=CC(=C3)NCC3COC3)CC3=CC=C(C=C3)C)=O)C1)C 9,9-dimethyl-5-(4-methylbenzyl)-3-{[(oxetan-3-yl)methyl]amino}-5,8,9,10-tetrahydro-6H-pyrido[2,3-e]pyrimido[1,2-c]pyrimidin-6-one